C(C)(C)C1=C(NC2=C1N=C(S2)N2[C@@H](CN(CC2)C(C)C)C)C=2C=C(C=1N(C2)N=CN1)C (R)-6-isopropyl-2-(4-isopropyl-2-methylpiperazin-1-yl)-5-(8-methyl-[1,2,4]triazolo[1,5-a]pyridin-6-yl)-4H-pyrrolo[3,2-d]thiazole